(2S,3S,4R,5R)-5-(6-(benzylamino)-2-(4-hydroxyphenyl)-9H-purin-9-yl)-3,4-dihydroxy-N-methyl-tetrahydrofuran-2-carboxamide C(C1=CC=CC=C1)NC1=C2N=CN(C2=NC(=N1)C1=CC=C(C=C1)O)[C@H]1[C@@H]([C@@H]([C@H](O1)C(=O)NC)O)O